BrC=1C=C(C(=NC1)C1=COC2=CC(=CC=C2C1=O)C(F)(F)F)S(=O)(=O)CC 3-(5-bromo-3-ethylsulfonyl-2-pyridinyl)-7-(trifluoromethyl)-chromen-4-one